1-{4-[(2-{3-[(2-chloro-4-methanesulfonylphenyl)amino]prop-1-yn-1-yl}-1-(2,2,2-trifluoroethyl)-1H-indol-4-yl)amino]piperidin-1-yl}-3-methoxypropan-2-ol ClC1=C(C=CC(=C1)S(=O)(=O)C)NCC#CC=1N(C2=CC=CC(=C2C1)NC1CCN(CC1)CC(COC)O)CC(F)(F)F